2-(7-(bis(3-aminoheptyl)amino)heptyl)-6-(diethylamino)-1H-benzo[de]isoquinoline-1,3(2H)-dione NC(CCN(CCCCCCCN1C(C2=CC=CC=3C2=C(C1=O)C=CC3N(CC)CC)=O)CCC(CCCC)N)CCCC